CC(C)C[C@@H](C(=O)[O-])NC(=O)[C@H](CC1=CN=CN1)[NH3+] The molecule is a dipeptide zwitterion obtained by transfer of a proton from the carboxy to the amino terminus of His-Leu. Major species at pH 7.3. It is a tautomer of a His-Leu.